(R)-1-(1,3-Dimethyl-1H-indazol-5-yl)ethan-1-amine CN1N=C(C2=CC(=CC=C12)[C@@H](C)N)C